NC([C@H](C[C@H]1C(NCC1)=O)NC(=O)[C@@H]1[C@H]2C([C@H]2CN1C(=O)OC(C)(C)C)(C)C)=O tert-butyl (1R,2S,5S)-2-[[(1S)-2-amino-2-oxo-1-[[(3S)-2-oxopyrrolidin-3-yl]methyl]ethyl]carbamoyl]-6,6-dimethyl-3-azabicyclo[3.1.0]hexane-3-carboxylate